NCC=1C(=C2CN(C(C2=CC1)=O)C1C(NC(CC1)=O)=O)NC 3-(5-(aminomethyl)-4-(methylamino)-1-oxoisoindolin-2-yl)piperidine-2,6-dione